4-(5-(3,5-dimethylisoxazol-4-yl)-1-(pyrimidin-5-yl)-1H-pyrrolo[2,3-b]pyridin-3-yl)-3-(trifluoromethoxy)benzoic acid CC1=NOC(=C1C=1C=C2C(=NC1)N(C=C2C2=C(C=C(C(=O)O)C=C2)OC(F)(F)F)C=2C=NC=NC2)C